Cl.CN1CCOCC1 N-methyl-morpholine HCl